tert-butyl 3-((4-(difluoromethoxy)-3-(1-methyl-4-(pyrazolo[1,5-a]pyrimidine-3-carboxamido)-1H-pyrazol-3-yl)phenyl)sulfonyl)azetidine-1-carboxylate FC(OC1=C(C=C(C=C1)S(=O)(=O)C1CN(C1)C(=O)OC(C)(C)C)C1=NN(C=C1NC(=O)C=1C=NN2C1N=CC=C2)C)F